N-(5-(but-3-yn-1-yl)-1,3,4-thiadiazol-2-yl)-2-(4,5,6,7-tetrahydropyrazolo[1,5-a]pyridin-2-yl)acetamide C(CC#C)C1=NN=C(S1)NC(CC1=NN2C(CCCC2)=C1)=O